N1(N=CC=C1)CC1=CC(=C(C(=O)NS(=O)(=O)C2=C(C=C(C=C2)C(C)(C)C)OC)C=C1)OC 4-((1H-pyrazol-1-yl)methyl)-N-((4-(tert-butyl)-2-methoxyphenyl)sulfonyl)-2-methoxybenzamide